C1[C@@H]2CN(CN2C3=C(N1)N=C(NC3=O)N)C4=CC=C(C=C4)C(=O)N[C@@H](CCC(=O)[O-])C(=O)[O-] The molecule is a 5,10-methylenetetrahydrofolate(2-). It has a role as a human metabolite and a cofactor. It is a conjugate base of a (6R)-5,10-methylenetetrahydrofolic acid.